triethoxy-titanium monochloride [Cl-].C(C)O[Ti+](OCC)OCC